C1(CCC1)N1CCS(C2=C(C1=O)SC(=C2)C2=NC(=NC=C2C(F)(F)F)NC2=C(C=C1CCNCC1=C2)C2CC2)(=O)=O 4-cyclobutyl-7-(2-((6-cyclopropyl-1,2,3,4-tetrahydroisoquinolin-7-yl)amino)-5-(trifluoromethyl)pyrimidin-4-yl)-3,4-dihydrothieno[2,3-f][1,4]thiazepin-5(2H)-one 1,1-dioxide